p-bromomethyl-benzene BrCC1=CC=CC=C1